lauroylphosphate C(CCCCCCCCCCC)(=O)OP(=O)([O-])[O-]